1-(2-chloroacetyl)-6-(4-fluorobenzyl)-3,3-dimethyl-1,2,3,4-tetrahydro-5H-pyrrolo[3,2-b]pyridin-5-one ClCC(=O)N1CC(C=2NC(C(=CC21)CC2=CC=C(C=C2)F)=O)(C)C